4-methyl-6-ferrocenyl-8-(2-methoxyphenyl)coumarin (2,4-di-tertiary butyl-phenyl)phosphite C(C)(C)(C)C1=C(C=CC(=C1)C(C)(C)C)OP(O)O.CC1=CC(OC2=C(C=C(C=C12)[C-]1C=CC=C1)C1=C(C=CC=C1)OC)=O.[CH-]1C=CC=C1.[Fe+2]